3-{4-[(4-cyanocyclohexyl)amino]-1-(2,2,2-trifluoroethyl)-1H-indol-2-yl}prop-2-yn C(#N)C1CCC(CC1)NC1=C2C=C(N(C2=CC=C1)CC(F)(F)F)C#CC